C(C1=CC=CC=C1)P(OCC)(OC1=C(C(=CC(=C1)CCCCC)O)C1=CC(=CC=C1)C)=O ethyl (6-hydroxy-3'-methyl-4-pentyl-[1,1'-biphenyl]-2-yl) benzylphosphonate